ClC1=NNC(C(=C1)C(COC)N1N=C(C(=C1)NC(=O)[C@H](C(C1CC1)C1CC1)NC(=O)C=1N(N=CC1)C(C)C)F)=O N-[(1S)-1-[[1-[1-(3-chloro-6-oxo-1H-pyridazin-5-yl)-2-methoxy-ethyl]-3-fluoro-pyrazol-4-yl]carbamoyl]-2,2-dicyclopropyl-ethyl]-2-isopropyl-pyrazole-3-carboxamide